Cl.NC1=CC(=NC(=C1)NC1=C(C=CC=C1)F)C(=O)N(C)C1CC2=CC=CC=C2C1 4-amino-N-(2,3-dihydro-1H-inden-2-yl)-6-((2-fluorophenyl)amino)-N-methylpyridinamide hydrochloride